FC1=CC(=C(OC2=C(C(=O)N)C=CC(=N2)C)C=C1)C 2-(4-fluoro-2-methylphenoxy)-6-methylnicotinamide